aminotrimethyl-phosphonic acid sodium salt [Na].NCP(OC)(OC)=O